(R)-2-(4-chloro-2-(trifluoromethyl)benzyl)-N-(1-(4-(ethylsulfonyl)phenyl)-2-hydroxyethyl)-6-fluoro-1-(2-hydroxyethyl)-1H-indole-5-carboxamide ClC1=CC(=C(CC=2N(C3=CC(=C(C=C3C2)C(=O)N[C@@H](CO)C2=CC=C(C=C2)S(=O)(=O)CC)F)CCO)C=C1)C(F)(F)F